3-amino-N-[3-(4-amino-4-methylpiperidin-1-yl)pyridin-2-yl]-6-[3-(trifluoromethyl)pyridin-2-yl]pyrazine-2-carboxamide NC=1C(=NC(=CN1)C1=NC=CC=C1C(F)(F)F)C(=O)NC1=NC=CC=C1N1CCC(CC1)(C)N